1-(4-bromo-1H-indazole-6-yl)-N,N-dimethylformamide BrC1=C2C=NNC2=CC(=C1)C(=O)N(C)C